7-allyloxy-4,8-dimethylcoumarin C(C=C)OC1=CC=C2C(=CC(OC2=C1C)=O)C